tert-Butyl (3-((2-amino-4-methoxyphenyl)amino)phenyl)carbamate NC1=C(C=CC(=C1)OC)NC=1C=C(C=CC1)NC(OC(C)(C)C)=O